ClC1=C(C=CC(=C1)Cl)C1(CC1)C=O 1-(2,4-dichlorophenyl)cyclopropane-1-formaldehyde